IC(CC(=O)OCCCCCCCCCCCCCCCCCCCC)C eicosyl 3-iodobutyrate